C(C)OC(C(CC(=C)C(O)C1=CC(=CC=C1)Br)NNC1=CC=CC=C1)=O (E)-4-((3-bromophenyl)(hydroxy)methyl)-2-(2-phenylhydrazino)pent-4-enoic acid ethyl ester